4-benzyl-1-((4-(tert-butyl)phenyl)sulfonyl)-6-methoxy-1,2,3,4-tetrahydroquinoxaline C(C1=CC=CC=C1)N1CCN(C2=CC=C(C=C12)OC)S(=O)(=O)C1=CC=C(C=C1)C(C)(C)C